C1(CC1)C(=O)N1CCC2=CC(=CC=C12)C=1N=C(SC1C)C(=O)NCC=1C=C(OCCOCCNC(OC(C)(C)C)=O)C=CC1 tert-butyl (2-(2-(3-((4-(1-(cyclopropanecarbonyl) indolin-5-yl)-5-methylthiazole-2-carboxamido)methyl) phenoxy)ethoxy) ethyl)carbamate